FC1(CCN(CC1)C(=O)C=1C=C2C(=NC1)N(C=C2)C2=CC(=C(C(=O)O)C=C2)F)F 4-(5-(4,4-difluoropiperidine-1-carbonyl)-1H-pyrrolo[2,3-b]pyridin-1-yl)-2-fluorobenzoic acid